O1C=NC=C1CO 1,3-oxazol-5-ylmethanol